N4-(3-(methylsulfonyl)pyridin-2-yl)pyrimidine-4,6-diamine CS(=O)(=O)C=1C(=NC=CC1)NC1=NC=NC(=C1)N